C(C([2H])([2H])[2H])([2H])([2H])N1C2=C(C=CC1=O)NC=C2C2=NC(=NC(=C2F)OC2CCC(CC2)C(F)(F)F)C rel-4-[(1,1,2,2,2-2H5)ethyl]-3-(5-fluoro-2-methyl-6-{[(1r,4r)-4-(trifluoromethyl)cyclohexyl]oxy}pyrimidin-4-yl)-1H,4H,5H-pyrrolo[3,2-b]pyridin-5-one